3,5-dichlorobenzoyl-N,N-dimethylethylenediamine ClC=1C=C(C(=O)NCCN(C)C)C=C(C1)Cl